(2R,4R)-N-((S)-1-((3,5-dichloro-2-hydroxybenzyl)amino)-1-oxopropan-2-yl)-4-phenylpyrrolidine-2-carboxamide trifluoroacetate FC(C(=O)O)(F)F.ClC=1C(=C(CNC([C@H](C)NC(=O)[C@@H]2NC[C@H](C2)C2=CC=CC=C2)=O)C=C(C1)Cl)O